C(CC1=COC2=CC(=CC=C2C1=O)OC)C1=COC2=CC(=CC=C2C1=O)OC 3,3'-(Ethane-1,2-diyl)bis(7-methoxy-4H-chromen-4-one)